N[C@H](C(=O)N[C@H]1C[C@H](CC1)COCCC1CCN(CC1)C=1C(=CC2=C(C(C=3NC4=CC(=CC=C4C3C2=O)C#N)(C)C)C1)CC)CCCC=1C(=NC=CC1)N (2S)-2-amino-5-(2-aminopyridin-3-yl)-N-[(1R,3S)-3-{[2-(1-{3-cyano-9-ethyl-6,6-dimethyl-11-oxo-5H,6H,11H-benzo[b]carbazol-8-yl}piperidin-4-yl)ethoxy]methyl}cyclopentyl]pentanamide